rac-7-((1-acryloyl-3-(3-chloro-2-methylphenyl)pyrrolidin-3-yl)amino)-2-(methyl-d3)isoquinolin-1(2H)-one C(C=C)(=O)N1C[C@@](CC1)(C1=C(C(=CC=C1)Cl)C)NC1=CC=C2C=CN(C(C2=C1)=O)C([2H])([2H])[2H] |r|